N12CCN(C(CC1)CC2)C(=O)C=2C1=C(N(N2)C2=CC=C(C=C2)OC)CCOC1 1,4-diazabicyclo[3.2.2]nonan-4-yl-[1-(4-methoxyphenyl)-1,4,6,7-tetrahydropyrano[4,3-c]pyrazol-3-yl]methanone